N1C=CC2=C(C=CC=C12)C=CCO 4-indolylallyl alcohol